7a-(tert-butyl)2-methyl-(2S,3R,7aR)-3-(2-(methoxymethoxy)phenyl)tetrahydro-1H-pyrrolizine C(C)(C)(C)[C@@]12CCCN2[C@H]([C@H](C1)C)C1=C(C=CC=C1)OCOC